OC=1C=C2CCC3([C@@H](C2=CC1)C1=CC=C(C=C1)N1CCC(CC1)CN1CCN(CC1)C=1C=C2CN(C(C2=CC1)=O)C1CNCCC1)CCCC3 3-(5-(4-((1-(4-((R)-6'-Hydroxy-3',4'-dihydro-1'H-spiro[cyclopentane-1,2'-naphthalen]-1'-yl)phenyl)piperidin-4-yl)methyl)piperazin-1-yl)-1-oxoisoindolin-2-yl)piperidine